C(C)(C)(C)C1=CC=C(C=C1)[S+]1CCOC1 4-(4-(tert-butyl)phenyl)-1,4-oxathiolane-4-ium